CC1=CN(C(=O)NC1C2=C(C(=NC(=O)N2[C@H]3C[C@@H]([C@H](O3)CO)O)N)O)[C@H]4C[C@@H]([C@H](O4)CO)O The molecule is an N-glycosyl compound that is a metabolite produced by the bacterium Mycoplasma genitalium. It has a role as a Mycoplasma genitalium metabolite. It is a N-glycosyl compound, an aminopyrimidine, a pyrimidone and a ring assembly.